COC1=CC=C(C=C1)C1=CC=C(C=C1)C=1N=NNC1C(=O)O 4-(4'-methoxy-[1,1'-biphenyl]-4-yl)-1H-1,2,3-triazole-5-carboxylic acid